ClC=1SC2=C(N1)C=CC=C2OC 2-chloro-7-methoxybenzo[d]Thiazole